BrC(C(=O)NC)(C)C 2-bromo-N,2-dimethylpropionamide